C(C)N([C@@H]1[C@H](CCC1)OC=1C=C2CN(C(C2=CC1)=O)C1C(NC(CC1)=O)=O)CCF 3-(5-(((1S,2S)-2-(ethyl(2-fluoroethyl)amino)cyclopentyl)oxy)-1-oxoisoindolin-2-yl)piperidine-2,6-dione